C(CCCCCCCCCCC)C1=C([O-])C=CC=C1.[K+] potassium dodecylphenoxide